BrC=1C=NN2C1NCC(C2)CNC(OC(C)(C)C)=O tert-butyl ((3-bromo-4,5,6,7-tetrahydropyrazolo[1,5-a]pyrimidin-6-yl)methyl)carbamate